C(C1=CC=CC=C1)OC(CC1OC(CC(C1)C)=O)=O.C(=C)[Si](O[Si](C)(C)C)(O[Si](C)(C)C)O[Si](C)(C)C vinyl-tris(trimethylsilyloxy)silane Benzyl-2-(4-methyl-6-oxotetrahydro-2H-pyran-2-yl)acetate